C(C)(C)(C)OC(=O)N1CC2(CC1)CCN(CC2)C2=NC=NC1=CC(=C(C=C21)OC(C)=O)OC 8-(6-acetoxy-7-methoxy-quinazolin-4-yl)-2,8-diazaspiro[4.5]Decane-2-carboxylic acid tert-butyl ester